(S)-1-(2-((S)-3-((4-chloroquinazolin-8-yl)oxy)pyrrolidin-1-yl)acetyl)pyrrolidine-2-carbonitrile ClC1=NC=NC2=C(C=CC=C12)O[C@@H]1CN(CC1)CC(=O)N1[C@@H](CCC1)C#N